methyl 2'-chloro-5'-methoxy-[3,4'-bipyridine]-4-carboxylate ClC1=NC=C(C(=C1)C=1C=NC=CC1C(=O)OC)OC